C(CC)OCCC(CCOCCC)O 1,5-di-n-propoxy-3-pentanol